1-({3-[(2-fluoro-4-iodophenyl)amino]pyridin-4-yl}carbonyl)-3-[(1S)-1-(methylamino)propyl]azetidin-3-ol FC1=C(C=CC(=C1)I)NC=1C=NC=CC1C(=O)N1CC(C1)(O)[C@H](CC)NC